Cl.C[C@H]1N([C@H](CNC1)C)CC(=O)NC1=NC=C(C=C1)N1C(NC(CC1)=O)=O 2-((2r,6s)-2,6-dimethylpiperazin-1-yl)-N-(5-(2,4-dioxotetrahydropyrimidin-1(2H)-yl)pyridin-2-yl)acetamide hydrochloride